4-(((2-fluoropyridin-3-yl)methyl)amino)-2-((1-methyl-1H-pyrazol-4-yl)amino)pyrimidin-5-carboxamide FC1=NC=CC=C1CNC1=NC(=NC=C1C(=O)N)NC=1C=NN(C1)C